FC=1C=C2CN(CC2=CC1)C(CS(=O)(=O)C1=CC=CC=C1)=O 1-(5-fluoro-1,3-dihydro-2H-isoindol-2-yl)-2-(phenylsulfonyl)ethanone